Cl.CN[C@@H](C)C(=O)O methyl-L-alaninate hydrochloride